1-methyl-4-(2,4,6-trimethoxyphenyl)piperidin-3-ol CN1CC(C(CC1)C1=C(C=C(C=C1OC)OC)OC)O